FC1=C(C(=O)C2=C(C=3C(=CN=C(C3)NC3=C(C=C(C=C3)N3CCN(CC3)CC)NC(C=C)=O)O2)O)C(=C(C=C1OC)OC)F N-(2-((2-(2,6-difluoro-3,5-dimethoxybenzoyl)-3-hydroxyfuro[2,3-c]pyridin-5-yl)amino)-5-(4-ethylpiperazin-1-yl)phenyl)acrylamide